C(#N)C1=CC=C(C=N1)C1=NC=2N(C(=C1)C(=O)[O-])N=C(C2C2=C(C=C(C=C2)F)F)C.[Na+].C(C)N(CC)CC(=O)C=2C(OC1=CC=CC=C1C2)=O 3-(diethylaminoacetyl)coumarin sodium 5-(6-cyanopyridin-3-yl)-3-(2,4-difluorophenyl)-2-methylpyrazolo[1,5-a]pyrimidin-7-carboxylate